BrC1=NN(C(=C1)C=O)C1OCCCC1 3-bromo-1-(tetrahydro-2H-pyran-2-yl)-1H-pyrazole-5-carbaldehyde